(R)-N-(6-(1-cyano-2-methylcyclopropyl)isoquinolin-3-yl)cyclopropanecarboxamide C(#N)[C@]1(C(C1)C)C=1C=C2C=C(N=CC2=CC1)NC(=O)C1CC1